2,4-dichlorobenzyl-hydrazine hydrochloride Cl.ClC1=C(CNN)C=CC(=C1)Cl